C([O-])([O-])=O.[K+].[K+] potassium carbonat